C(#N)C1=C(C=NC=C1)SC1=C(C(=O)O)C=CC=C1 2-[(4-cyanopyridin-3-yl)sulfanyl]benzoic acid